5-[2-chloro-4-(trifluoromethyl)phenoxy]-2-nitrobenzoyl chloride ClC1=C(OC=2C=CC(=C(C(=O)Cl)C2)[N+](=O)[O-])C=CC(=C1)C(F)(F)F